BrC1=C(CSC2=C3N=CNC3=NC=N2)C=CC=C1 6-((2-Bromobenzyl)thio)-9H-purin